5-(2-(2-(cyclopropylamino)propan-2-yl)(N-morpholinyl))pyridin-2-amine C1(CC1)NC(C)(C)C1CN(CCO1)C=1C=CC(=NC1)N